C(#N)C1(CC1)NS(=O)(=O)C1=CC=C2C3=C(N(C2=C1)C=1SC(=NN1)C(F)F)N=CN=C3N3CCC(CC3)(C)O N-(1-Cyanocyclopropyl)-9-(5-(difluoromethyl)-1,3,4-thiadiazol-2-yl)-4-(4-hydroxy-4-methylpiperidin-1-yl)-9H-pyrimido[4,5-b]indole-7-sulfonamide